CN1C=C(C2=CC=CC=C12)C(CC#N)=O 3-(1-methyl-1H-indol-3-yl)-3-oxo-propionitrile